C1(CC1)N1C(=CC=2C=NC(=CC21)C2=CC=C(C=C2)CN2CC1CCC(C2)N1CC(C)(O)C)C1=CC=C(C=C1)S(=O)(=O)C 1-[3-[[4-[1-Cyclopropyl-2-(4-methylsulfonylphenyl)pyrrolo[3,2-c]pyridin-6-yl]phenyl]methyl]-3,8-diazabicyclo[3.2.1]octan-8-yl]-2-methyl-propan-2-ol